4-fluoro-N-{[6-fluoro-5-(1-methylcyclopropyl)pyridin-2-yl](phenyl)methyl}-1-[2-(2-methyl-1H-1,3-benzodiazol-1-yl)acetyl]pyrrolidine-2-carboxamide FC1CC(N(C1)C(CN1C(=NC2=C1C=CC=C2)C)=O)C(=O)NC(C2=CC=CC=C2)C2=NC(=C(C=C2)C2(CC2)C)F